(±)-trans-N-(8-amino-6-(quinolin-4-yl)isoquinolin-3-yl)-2-cyanocyclopropanecarboxamide NC=1C=C(C=C2C=C(N=CC12)NC(=O)[C@H]1[C@@H](C1)C#N)C1=CC=NC2=CC=CC=C12 |r|